2-chloro-4-[(2,5-difluorobenzyl)amino]pyrimidin-5-carboxamide ClC1=NC=C(C(=N1)NCC1=C(C=CC(=C1)F)F)C(=O)N